N-[4-(1H-1,3-benzodiazol-2-yl)phenyl]-3-(2-phenylethoxy)benzamide N1C(=NC2=C1C=CC=C2)C2=CC=C(C=C2)NC(C2=CC(=CC=C2)OCCC2=CC=CC=C2)=O